ClC1=CC=C(C=C1)C1OC(=C(C1=O)OC(=O)OCC1=CC=CC=C1)N 2-(4-chlorophenyl)-4-[[benzyloxycarbonyl]oxy]-5-amino-3(2H)-furanone